1-[(2,6-difluoro-4-methoxyphenyl)methyl]-3-[(2,4-difluorophenyl)methyl]-3-(1-methylpiperidin-4-yl)urea FC1=C(C(=CC(=C1)OC)F)CNC(=O)N(C1CCN(CC1)C)CC1=C(C=C(C=C1)F)F